(3R,4R)-4-{[5-chloro-6-cyano-7-(1-ethylcyclobutyl)pyrrolo[2,1-f][1,2,4]triazin-2-yl]amino}piperidin-3-yl acetate hydrochloride Cl.C(C)(=O)O[C@@H]1CNCC[C@H]1NC1=NN2C(C=N1)=C(C(=C2C2(CCC2)CC)C#N)Cl